COC(CN)N 2-methoxyethylenediamine